C1(=CC=CC=C1)N1N=C(C=C1N)C1=CC=CC=C1 1,3-diphenyl-1H-pyrazole-5-amine